C(C)(C)C1=C(C(=CC(=C1)C(C)C)C(C)C)S(=O)(=O)OC=1C2=C(N=C(N1)C)C(N(C(=C2)O[C@@H]2COCC2)C)=O (S)-2,7-dimethyl-8-oxo-6-((tetrahydrofuran-3-yl) oxy)-7,8-dihydropyrido[3,4-d]pyrimidin-4-yl 2,4,6-triisopropylbenzenesulfonate